C(CCCCCN)N 1,6-hexandiamine